C(C)(C)(C)NS(=O)(=O)C=1C=C(C=CC1C1=CN=C(S1)[C@@H]1CC[C@H](CC1)NC(=O)OC1CCCC1)NC(OC(C)C)=O trans-isopropyl N-[3-(tert-butylsulfamoyl)-4-[2-[4-(cyclopentoxycarbonylamino)cyclohexyl]thiazol-5-yl]phenyl]carbamate